The molecule is a member of the class of phenols that is phenol having a methoxy-substituent at the 3-position. It is a member of phenols and a monomethoxybenzene. It derives from a resorcinol. COC1=CC=CC(=C1)O